1-(5-((3-benzhydryl-3,8-diazabicyclo[3.2.1]oct-8-yl)methyl)-1-oxoisoindolin-2-yl)dihydropyrimidine-2,4(1h,3h)-dione C(C1=CC=CC=C1)(C1=CC=CC=C1)N1CC2CCC(C1)N2CC=2C=C1CN(C(C1=CC2)=O)N2C(NC(CC2)=O)=O